C(C)(C)(C)OC(=O)N1OCCC1C=1C=NC=C(C1)C(N)=O.OC(=O)C(F)(F)F.O1NC(CC1)C=1C=C(C=NC1)C(=O)N 5-(isoxazolidin-3-yl)pyridine-3-carboxamide TFA salt Tert-butyl-3-(5-carbamoyl-3-pyridyl)isoxazolidine-2-carboxylate